C(C1=CC=CC=C1)OC1=CC=C(C=N1)[C@@H]1OCCC(C1)=O (R)-2-(6-(benzyloxy)pyridin-3-yl)tetrahydro-4H-pyran-4-one